methyl-7,7-dimethyl-5H,6H-cyclopenta[b]pyridine-2-carboxylic acid methyl ester COC(=O)C1=C(C=C2C(=N1)C(CC2)(C)C)C